FC1(CNCCC1N[C@H]1CCC2=CC(=CC=C12)N1C(=NC=2C1=NC(=CC2)N2N=CC=C2)C=2C(=NC=CC2)N)C 3-(3-((1S)-1-((3-fluoro-3-methylpiperidin-4-yl)amino)-2,3-dihydro-1H-inden-5-yl)-5-(1H-pyrazol-1-yl)-3H-imidazo[4,5-b]pyridin-2-yl)pyridin-2-amine